C(C)(C)(C)OC(=O)N1C(C(CCC1=O)N1C(C2=CC=CC(=C2C1)NC(CCCCCCCCCC1=C2CN(C(C2=CC=C1)=O)C1C(N(C(CC1)=O)C(=O)OC(C)(C)C)=O)=O)=O)=O tert-butyl 3-(4-(10-((2-(1-(tert-butoxycarbonyl)-2,6-dioxopiperidin-3-yl)-1-oxoisoindolin-4-yl)amino)-10-oxodecyl)-1-oxoisoindolin-2-yl)-2,6-dioxopiperidine-1-carboxylate